N1(CCOCC1)CC1=C(C(=O)O)C=CC=C1 2-[(morpholin-4-yl)methyl]benzoic acid